C(C)(C)(C)OC(=O)NC1=C(C(=CC=C1)C(=O)OCC)N1C(=CC2=CC=CC=C12)C(=O)OC1CCCC1 Cyclopentyl 1-(2-((tert-butoxycarbonyl) amino)-6-(ethoxycarbonyl) phenyl)-1H-indole-2-carboxylate